acryloyloxyethylnaphthalene-1,2,6-tricarboxylic acid C(C=C)(=O)OCCC1=C(C(=C2C=CC(=CC2=C1)C(=O)O)C(=O)O)C(=O)O